4-[2-methoxyethyl-[4-(5,6,7,8-tetrahydro-1,8-naphthyridin-2-yl)butyl]amino]-2-[[2-methoxy-2-phenyl-acetyl]amino]butanoic acid COCCN(CCC(C(=O)O)NC(C(C1=CC=CC=C1)OC)=O)CCCCC1=NC=2NCCCC2C=C1